2-Amino-4-(3-(4-(ethyl-d5)octahydro-1H-pyrrolo[3,2-b]pyridin-1-yl)-5-fluoro-7,9-dihydrofuro[3,4-f]quinazolin-6-yl)-7-fluorothieno[3,2-c]pyridine-3-carbonitrile NC1=C(C=2C(=NC=C(C2S1)F)C=1C2=C(C=3C=NC(=NC3C1F)N1CCC3N(CCCC31)C(C([2H])([2H])[2H])([2H])[2H])COC2)C#N